FC(C(=O)O)(C)C1=C(C=CC=C1)F 2-fluoro-2-(2-fluorophenyl)propanoic acid